4'-(3,4-dimethoxyphenyl)-2,2':6',2''-terpyridine COC=1C=C(C=CC1OC)C1=CC(=NC(=C1)C1=NC=CC=C1)C1=NC=CC=C1